C(C)(C)(C)C=1C=C(C=C(C1)C(C)(C)C)C1=C(C(=CC(=C1)C(C)(C)C)C1=C(C(=C(C(=C1[2H])[2H])[2H])[2H])[2H])NC=1C(=CC=CC1)N N1-(3,5,5'-tri-tert-butyl-[1,1':3',1''-terphenyl]-2'-yl-2'',3'',4'',5'',6''-d5)benzene-1,2-diamine